pyrrolo[1,2-a]quinoxaline-7-carboxylic acid methyl ester COC(=O)C=1C=C2N=CC=3N(C2=CC1)C=CC3